FC=1C(=NC(=NC1)NC1=CC=C(C=C1)S(=O)(=O)N)N1[C@H](COCC2(CC2)C1)C 4-({5-fluoro-4-[(7S)-7-methyl-5-oxa-8-azaspiro[2.6]nonan-8-yl]pyrimidin-2-yl}amino)benzenesulfonamide